(2S,3S)-N-(2-Amino-4-((4-(trifluoromethyl)benzyl)amino)phenyl)-2,3-difluorooctanamid NC1=C(C=CC(=C1)NCC1=CC=C(C=C1)C(F)(F)F)NC([C@@H]([C@H](CCCCC)F)F)=O